FC1=NN2C(N=CC3=C2C(CC3C(=O)OC)(C3=NN(C=C3)C)C)=C1 Methyl 2-fluoro-8-methyl-8-(1-methyl-1H-pyrazol-3-yl)-7,8-dihydro-6H-cyclopenta[e]pyrazolo[1,5-a]pyrimidine-6-carboxylate